[(2R)-morpholin-2-yl]methyl[pyrrolo[3,2-b]pyridin-6-yl]benzonitrile N1C[C@H](OCC1)C1=C(C(=C(C#N)C=C1)C=1C=C2C(=NC1)C=CN2)C